BrC=1N=C2C(=NC1)N(N=C2C)C(=O)OC(C)(C)C tert-butyl 5-bromo-3-methyl-1H-pyrazolo[3,4-b]pyrazine-1-carboxylate